C(#N)C1=CC(=C(C=C1F)NS(=O)(=O)C1=CNC2=C3C(=CC=C12)CCC3)F N-(4-cyano-2,5-difluorophenyl)-1,6,7,8-tetrahydrocyclopenta[g]indole-3-sulfonamide